phenylpropylamide hypophosphite [PH2](=O)[O-].C1(=CC=CC=C1)CCC[NH-]